C(C1=CC=CC=C1)N1CC=2C(=C(N=C(C2CC1)N1C[C@H]2CC[C@@H](C1)N2C(=O)OC(C)(C)C)OC[C@H]2N(CCC2)C)C#N tert-butyl (1R,5S)-3-(6-benzyl-4-cyano-3-(((S)-1-methylpyrrolidin-2-yl)methoxy)-5,6,7,8-tetrahydro-2,6-naphthyridin-1-yl)-3,8-diazabicyclo[3.2.1]octane-8-carboxylate